N1CC2(CC1)CC1=CC=C(C=C1C2)NC2=NC=CC(=N2)NC2=NC(=NC=C2)C2=NC(=CC=C2)C N2-(1,3-dihydrospiro[indene-2,3'-pyrrolidin]-5-yl)-N4-(2-(6-methylpyridin-2-yl)pyrimidin-4-yl)pyrimidine-2,4-diamine